6-(5-Fluoropyrimidin-2-yl)-8-methoxy-N-(1-(3-methyl-1,2,4-oxadiazol-5-yl)ethyl)quinazolin-4-amine FC=1C=NC(=NC1)C=1C=C2C(=NC=NC2=C(C1)OC)NC(C)C1=NC(=NO1)C